5-BUTOXY-2-CHLOROPHENYLBORONIC ACID C(CCC)OC=1C=CC(=C(C1)B(O)O)Cl